NC1=NC=CC(=C1Cl)OC1=C(C=C(C=C1)NC(=O)C=1C=NN(C1C(F)(F)F)C1=NC=CC(=C1)C)F N-(4-((2-amino-3-chloropyridin-4-yl)oxy)-3-fluorophenyl)-1-(4-methylpyridin-2-yl)-5-(trifluoromethyl)-1H-pyrazole-4-carboxamide